Cl.COC(CCN)=O β-alanine methylester hydrochloride